C(=C)C(C1=CC=CC=C1)C(C)O[Si](OCC)(OCC)CCC (vinylbenzyl)propyl-triethoxysilane